(bis(4-methoxybenzyl)amino)-N-butyl-N-methylimidazo[2,1-f][1,2,4]triazine-2-carboxamide COC1=CC=C(CN(CC2=CC=C(C=C2)OC)C2=NC(=NN3C2=NC=C3)C(=O)N(C)CCCC)C=C1